CC1(C(C=CC1)CCC=C(C)C)C1=C(C=CC=C1)O (methyl-2-(4-methylpent-3-en-1-yl)cyclopent-3-en-1-yl)phenol